2,3,5,6-tetramethylmethylphenol CC1=C(C(=C(C(=C1C)C)C)C)O